CC(C)(C)C=1C=C(C=C(C1O)C(C)(C)C)C(C(=O)OCCCCCCCCCCCCCCCCCC)C 3,5-bis(1,1-dimethylethyl)-4-hydroxyphenylpropionic acid, octadecyl ester